sodium bis(2-butyloctyl) sulfosuccinate S(=O)(=O)(O)C(C(=O)OCC(CCCCCC)CCCC)CC(=O)OCC(CCCCCC)CCCC.[Na]